N1(N=CN=C1)CC1=CC(=C(C=C1)N1C=NC(=C1)C1=NC(=NC=C1C(F)(F)F)NC1CCN(CC1)S(=O)(=O)C)Cl 4-(1-(4-((1H-1,2,4-Triazol-1-yl)methyl)-2-chlorophenyl)-1H-imidazol-4-yl)-N-(1-(methylsulfonyl)piperidin-4-yl)-5-(trifluoromethyl)pyrimidin-2-amine